ClC=1SC=C2C1CCC(C2)N(C(OC(C)(C)C)=O)C tert-butyl N-(1-chloro-4,5,6,7-tetrahydro-2-benzothiophen-5-yl)-N-methylcarbamate